N1C(CNCC1)C1=C2CCCNC2=C(C=C1)C(=O)OC methyl 5-(piperazin-2-yl)-1,2,3,4-tetrahydroquinoline-8-carboxylate